(7R)-2-{2-[1-(cyclopropylmethyl)-1H-indol-2-yl]-7-methoxy-1-{[1-(thiophene-3-carbonyl)azetidin-3-yl]methyl}-1H-1,3-benzodiazole-5-carbonyl}-2-azabicyclo[2.2.1]heptan-7-amine C1(CC1)CN1C(=CC2=CC=CC=C12)C1=NC2=C(N1CC1CN(C1)C(=O)C1=CSC=C1)C(=CC(=C2)C(=O)N2C1CCC(C2)[C@H]1N)OC